Cl.Cl.N1N=CC(=C1)C(=O)N 1H-pyrazole-4-carboxamide dihydrochloride